4-(aminoethyl)-pyridine NCCC1=CC=NC=C1